COC1=C(C=CC=C1OC)C1C=CNN1 5-(2,3-dimethoxyphenyl)-pyrazoline